5-(4-(ethylpiperazin-1-yl) pentyl)-3-hydroxypicolinate C(C)C1N(CCNC1)C(CCCC=1C=C(C(=NC1)C(=O)[O-])O)C